OCCOC1=CC=C(C=C1)C1(C2=CC=CC(=C2C=2C(=CC=CC12)C1=CC=CC2=CC=CC=C12)C1=CC=CC2=CC=CC=C12)C1=CC=C(C=C1)OCCO 9,9-bis(4-(2-hydroxyethoxy)phenyl)-4,5-dinaphthyl-fluorene